6-{6-amino-5-[1-(2,6-dichloro-3-fluoro-phenyl)-ethoxy]-pyridin-3-yl}-1-methyl-1H-indazole-3-carboxylic acid amide NC1=C(C=C(C=N1)C1=CC=C2C(=NN(C2=C1)C)C(=O)N)OC(C)C1=C(C(=CC=C1Cl)F)Cl